OC1(CC(C1)C(=O)N1CC2(C1)CC(C2)CN2C=CC=1C2=NC(=CC1)C)C ((1s,3s)-3-Hydroxy-3-methylcyclobutyl)(6-((6-methyl-1H-pyrrolo[2,3-b]pyridin-1-yl)methyl)-2-azaspiro[3.3]heptan-2-yl)methanon